N[C@H](C(=O)N1CC(CC1)C1=C(N(C=C1)S(N)(=O)=O)C(=O)O)C 3-[1-[(2S)-2-Aminopropanoyl]pyrrolidin-3-yl]-1-sulfamoyl-pyrrole-2-carboxylic acid